[Si](C1=CC=CC=C1)(C1=CC=CC=C1)(C(C)(C)C)OC(=O)C12CC(C1)(C2)N2C(NC1=C(C2=O)C(=C(S1)C#CC)C)=O 3-(5-methyl-2,4-dioxo-6-(prop-1-yn-1-yl)-1,4-dihydrothieno[2,3-d]pyrimidin-3(2H)-yl)bicyclo[1.1.1]pentane-1-carboxylic acid tert-butyldiphenylsilyl ester